C(C)C=1C=NCN(C1)N1CCN(CC1)CC=1NC2=CC(=CC=C2C1)O 2-((4-(5-ethylpyrimidin-1-yl)piperazin-1-yl)methyl)-1H-indol-6-ol